C(#N)C1(CC1)C=1C=C(C(=O)NC(C)C=2N(N=CN2)C2=NC=C(C=C2)OC(F)F)C=C(C1)C(F)(F)F 3-(1-cyanocyclopropyl)-N-[1-[2-[5-(difluoromethoxy)-2-pyridyl]-1,2,4-triazol-3-yl]ethyl]-5-(trifluoromethyl)benzamide